2-(2-methoxypropoxy)propanol COC(COC(CO)C)C